CC(CC(C)C)=NCCC(C)[SiH](OC)OC N-(1,3-dimethylbutylidene)-3-methyl-(dimethoxysilyl)-1-propylamine